tert-butyl (R)-3-((S)-1-(tert-butoxy)-3-(3-mercaptophenyl)-1-oxopropane-2-yl)pyrrolidine-1-carboxylate C(C)(C)(C)OC([C@@H](CC1=CC(=CC=C1)S)[C@@H]1CN(CC1)C(=O)OC(C)(C)C)=O